5,5'-((((((1S,1'S)-2,2',3,3'-tetrahydro-1H,1'H-[4,4'-biindene]-1,1'-diyl)bis(oxy))bis(4-chloro-6-formyl-3,1-phenylene))bis(oxy))bis(methylene))dinicotinonitrile [C@@H]1(CCC=2C(=CC=CC12)C=1C=2CC[C@@H](C2C=CC1)OC=1C=C(C(=CC1Cl)C=O)OCC=1C=NC=C(C#N)C1)OC=1C=C(C(=CC1Cl)C=O)OCC=1C=NC=C(C#N)C1